2-chloro-4-(3-((4-fluorophenyl)methoxy)-4-nitrophenyl)-6-methylpyridine-3-carbonitrile ClC1=NC(=CC(=C1C#N)C1=CC(=C(C=C1)[N+](=O)[O-])OCC1=CC=C(C=C1)F)C